(S)-N-(4-((2-chloro-6-fluorophenyl)carbamoyl)-2-fluoro-5-((1,1,1-trifluoropropan-2-yl)oxy)phenyl)-3-hydroxyazetidine-1-carboxamide ClC1=C(C(=CC=C1)F)NC(=O)C1=CC(=C(C=C1O[C@H](C(F)(F)F)C)NC(=O)N1CC(C1)O)F